[N+](=O)([O-])C1=CC=C2C(=CNC2=C1)CC1=CNC2=CC=C(C=C12)C=O 3-((6-nitro-1H-indol-3-yl)methyl)-1H-indole-5-aldehyde